NC1=NC=C(C(=N1)N)CN1CCC2=CC(=CC=C12)C=1C=CC=C2C(C(=CNC12)C(=O)O)=O 8-(1-((2,4-diaminopyrimidin-5-yl)methyl)indolin-5-yl)-4-oxo-1,4-dihydroquinoline-3-carboxylic acid